OCCCCOC1=CC=C(C=C1)N=NC1=CC=CC=C1 4-(4-hydroxybutyloxy)azobenzene